OC[C@H]1N(CC1)C1=C(C=CC(=N1)C(=O)N[C@@H](CO)C)OC1=CC=C(C=C1)C(F)(F)F 6-[(2S)-2-(Hydroxymethyl)azetidin-1-yl]-N-[(2R)-1-hydroxypropan-2-yl]-5-[4-(trifluoromethyl)phenoxy]pyridine-2-carboxamide